2-phosphonoacetic acid P(=O)(O)(O)CC(=O)O